tert-butyl 4-[[1-[2-(2,6-dioxo-3-piperidyl)-1,3-dioxo-isoindolin-5-yl]-4-piperidyl]methyl]piperazine-1-carboxylate O=C1NC(CCC1N1C(C2=CC=C(C=C2C1=O)N1CCC(CC1)CN1CCN(CC1)C(=O)OC(C)(C)C)=O)=O